1-(2-azidopropan-2-yl)-7-chloro-4-methoxy-2,6-naphthyridine N(=[N+]=[N-])C(C)(C)C1=NC=C(C2=CN=C(C=C12)Cl)OC